CC=1C=C(N(N1)CC=1SC(=CC1)C1=NOC(=N1)C(F)(F)F)N 5-methyl-2-[[5-[5-(trifluoromethyl)-1,2,4-oxadiazol-3-yl]-2-thienyl]methyl]pyrazol-3-amine